OC1(CC(C1)CC(C=O)=O)C 3-(3-hydroxy-3-methyl-cyclobutyl)-2-oxo-propanal